[C@H]12N(C[C@H](NC1)C2)C2=CC(=C(C=C2)NC2=NC=C(C(=N2)C2=CC1=C(C(NCCS1(=O)=O)=O)S2)C(F)(F)F)C2CC2 7-(2-((4-((1R,4R)-2,5-diazabicyclo[2.2.1]heptan-2-yl)-2-cyclopropylphenyl)amino)-5-(trifluoromethyl)pyrimidin-4-yl)-3,4-dihydrothieno[2,3-f][1,4]thiazepin-5(2H)-one 1,1-dioxide